ClC1=NC(=C2C(=N1)N(N=C2)[C@H]2[C@@H]([C@@H]([C@H](O2)CO[C@H]([C@H](C)O)P(O)(O)=O)O)O)NC2CCCC2 ((1S,2S)-1-(((2R,3S,4R,5R)-5-(6-chloro-4-(cyclopentylamino)-1H-pyrazolo[3,4-d]pyrimidin-1-yl)-3,4-dihydroxytetrahydrofuran-2-yl)methoxy)-2-hydroxypropyl)phosphonic acid